BrC=1C=CC=2N(C1)C(=NN2)[C@@H]2CN(CC2)C(=O)OC(C)(C)C tert-butyl (3S)-3-{6-bromo-[1,2,4]triazolo[4,3-a]pyridin-3-yl}pyrrolidine-1-carboxylate